CC1=C(N)C=CC(=C1)C(C)(C)S(=O)(=O)C 2-methyl-4-(2-(methylsulfonyl)propan-2-yl)aniline